F[C@@H]1[C@H](CNC1)N1CC=CC=C1C1=CN=C2N1C=CN=C2 N-((3S,4S)-4-fluoropyrrolidin-3-yl)-6-(imidazo[1,2-a]pyrazin-3-yl)pyridin